6-chloro-1-(4-fluorophenyl)-N-(1-(3,4,5-trimethoxyphenyl)-1H-imidazol-4-yl)-1H-pyrazolo[3,4-d]pyrimidin-4-amine ClC1=NC(=C2C(=N1)N(N=C2)C2=CC=C(C=C2)F)NC=2N=CN(C2)C2=CC(=C(C(=C2)OC)OC)OC